[4-(2,7-di(2-methoxyethoxy)9H-carbazole-9-yl)butyl]phosphonic acid COCCOC1=CC=2N(C3=CC(=CC=C3C2C=C1)OCCOC)CCCCP(O)(O)=O